COC=1C=C(C=CC1OC)C1=NOC(=N1)C1CCN(CC1)C(=O)[C@@H]1CC(N(C1)C1=CC(=C(C=C1)C)C)=O |r| racemic-4-(4-(3-(3,4-dimethoxyphenyl)-1,2,4-oxadiazol-5-yl)piperidine-1-carbonyl)-1-(3,4-dimethylphenyl)pyrrolidin-2-one